O1C(=NC2=C1C=CC=C2)C=2C(=C(C=CC2)NC2=NC(=NC=C2C(=O)N)NC2=NC=CC=C2)OC 4-{[3-(1,3-benzoxazol-2-yl)-2-methoxyphenyl]amino}-2-(pyridin-2-ylamino)pyrimidine-5-carboxamide